C(C)(C)(C)OC(=O)N1C(CN(CC1)C=1C=NC(=CC1)NC=1N=CC2=C(N1)N(C(C(=C2C)Br)=O)C2CCCC2)(C)C 4-[6-(6-Bromo-8-cyclopentyl-5-methyl-7-oxo-7,8-dihydro-pyrido[2,3-d]pyrimidin-2-ylamino)-pyridin-3-yl]-2,2-dimethyl-piperazine-1-carboxylic acid tert-butyl ester